C(C1=CC=CC=C1)OC(=O)N1[C@H](CN(CC1)C1=NC(=NC(=C1[N+](=O)[O-])CC1(CCCC2=CC=CC=C12)C(=O)OC)Cl)CF (2R)-4-(2-chloro-6-((1-(methoxycarbonyl)-1,2,3,4-tetrahydronaphthalen-1-yl)methyl)-5-nitropyrimidin-4-yl)-2-(fluoromethyl)piperazine-1-carboxylic acid benzyl ester